N1C=CC2=CC(=CC=C12)[C@H]1[C@@H](C1)N trans-2-(1H-indol-5-yl)cyclopropylamine